Nε-[({2-methylcycloprop-2-en-1-yl}methoxy)carbonyl]-L-lysine CC=1C(C1)COC(=O)NCCCC[C@H](N)C(=O)O